[N+](=O)([O-])C=1C=C(C=CC1)S(=O)(=O)N1CCN(CC1)CCC1CCN(CC1)C(=O)OC(C)(C)C tert-butyl 4-(2-(4-((3-nitrophenyl)sulfonyl)piperazin-1-yl)ethyl)piperidine-1-carboxylate